1-((1-methoxypropan-2-yl)oxy)propan-2-ol COCC(C)OCC(C)O